5-[(6-ethynyl-2-naphthyl)oxy]pentan-1-ol C(#C)C=1C=C2C=CC(=CC2=CC1)OCCCCCO